S1(=O)(=O)O[C@]2(N3C(N([C@H](CC2)C3)O1)=O)C(C=1SC=CN1)(F)F.[Na] sodium (2s,5r)-2-[difluoro (1,3-thiazol-2-yl) methyl]-7-oxo-1,6-diazabicyclo[3.2.1]octyl-6-yl sulfate